4-[(4-dimethylaminophenyl)phenylmethyl]-N,N-dimethylaniline CN(C1=CC=C(C=C1)C(C1=CC=C(N(C)C)C=C1)C1=CC=CC=C1)C